(4S)-tert-butyl 5-amino-4-(4-((4-((3-((2-methoxyethyl)carbamoyl)piperidin-1-yl)methyl)benzyl)oxy)-1-oxoisoindolin-2-yl)-5-oxopentanoate NC([C@H](CCC(=O)OC(C)(C)C)N1C(C2=CC=CC(=C2C1)OCC1=CC=C(C=C1)CN1CC(CCC1)C(NCCOC)=O)=O)=O